CC=1C(=C(C=C(C1)C)O)C=1N=NC(=CC1)N1CCCC12CCCN(C2)C 3,5-dimethyl-2-[6-(9-methyl-1,9-diazaspiro[4.5]decan-1-yl)pyridazin-3-yl]phenol